FC1(OC2=C(O1)C=CC(=C2)[C@H](C)OC=2C=C(C=NC2)N2N=C(C=1CCCC(C21)NC2=CC=C(C(=O)O)C=C2)C(F)(F)F)F 4-[[1-[5-[(1S)-1-(2,2-difluoro-1,3-benzodioxol-5-yl)ethoxy]-3-pyridinyl]-3-(trifluoromethyl)-4,5,6,7-tetrahydroindazol-7-yl]amino]benzoic acid